ClC1=C(C=CC(=C1)Cl)C1(CC1)C#N 1-(2,4-dichlorophenyl)cyclopropanecarbonitrile